ClCC(=O)N1C2=C(OC[C@@H]1C)N=C(C(=C2)CC2=CC=C(C=C2)F)OCCOC (S)-2-chloro-1-(7-(4-fluorobenzyl)-6-(2-methoxyethoxy)-2-methyl-2,3-dihydro-1H-pyrido[2,3-b][1,4]oxazin-1-yl)ethan-1-one